1-methyl-1,6-diazaspiro[3.3]heptane dihydrochloride Cl.Cl.CN1CCC12CNC2